(2R,3R)-3-(6-((5-(difluoromethoxy)-1H-pyrazol-3-yl)amino)-1H-pyrazolo[3,4-b]Pyrazin-1-yl)pentan-2-ol FC(OC1=CC(=NN1)NC1=CN=C2C(=N1)N(N=C2)[C@@H]([C@@H](C)O)CC)F